N1=CNN2C1=C1C(C=C2)=C(C=N1)C(=O)N pyrrolo[2,3-c][1,2,4]triazolo[1,5-a]pyridine-7-carboxamide